FC=1C=C(COC2=NC(N3C(N4COCC[C@H]4C3)=C2)=O)C=C(C1OC1(CC1)CCF)F (S)-3-((3,5-difluoro-4-(1-(2-fluoroethyl)cyclopropoxy)benzyl)oxy)-8,9,9a,10-tetrahydropyrimido[6',1':2,3]imidazo[1,5-c][1,3]oxazin-1(6H)-one